C1(=CC=C(C=C1)C#CCN(CCC1=CC=C(C=C1)Cl)CC#CC1=CC=C(C=C1)C1=CC=CC=C1)C1=CC=CC=C1 3-([1,1'-biphenyl]-4-yl)-N-(3-([1,1'-biphenyl]-4-yl)prop-2-yn-1-yl)-N-(4-chlorophenethyl)prop-2-yn-1-amine